2-(4-(tert-butyl)-2-cyanophenyl)-4-((4-methoxybenzyl)amino)-6-methylpyrimidine C(C)(C)(C)C1=CC(=C(C=C1)C1=NC(=CC(=N1)NCC1=CC=C(C=C1)OC)C)C#N